[N+](=O)([O-])C1=C(SC=C1)C=1N=CN(C1)C(C1=CC=CC=C1)(C1=CC=CC=C1)C1=CC=CC=C1 4-(3-Nitrothiophen-2-yl)-1-trityl-1H-imidazole